BrC(C(=O)O)(CC)C 2-bromo-2-methyl-butyric acid